7-(1,1-difluoroethyl)-1-(imidazo[1,2-a]pyridin-5-yl)quinazolin-2,4(1H,3H)-dione FC(C)(F)C1=CC=C2C(NC(N(C2=C1)C1=CC=CC=2N1C=CN2)=O)=O